(9S)-1-amino-9-ethyl-5-fluoro-9-hydroxy-4-methoxy-1,2,3,9,12,15-hexahydro-10H,13H-benzo[de]pyrano[3',4':6,7]indolizino[1,2-b]quinoline-10,13-dione hydrochloride Cl.NC1CCC=2C=3C1=C1C(=NC3C=C(C2OC)F)C2=CC3=C(C(N2C1)=O)COC([C@]3(O)CC)=O